C(\C=C\C(=O)O)(=O)O.FC1(CCC(CC1)NC(=O)C=1SC(=C(C1)[C@H]1[C@@H](C1)NC1CCOCC1)C)F N-(4,4-difluorocyclohexyl)-5-methyl-4-(trans-2-(tetrahydro-2H-pyran-4-ylamino)cyclopropyl)thiophene-2-carboxamide Fumarate